BrC1=C(C=C2C=C(N=CC2=C1Cl)NC(=O)[C@H]1[C@@H](C1)C#N)C=1C=NC=CC1C |r| (±)-trans-N-[7-bromo-8-chloro-6-(4-methyl-3-pyridyl)-3-isoquinolyl]-2-cyano-cyclopropanecarboxamide